(2S,3R)-3-((2-amino-6-methylpyridin-4-yl)methyl)-N2-(1-methyl-1H-pyrazol-5-yl)-N1-((R)-1-(3,4-dimethylphenyl)propyl)-N2-methyl-4-oxoazetidine-1,2-dicarboxamide NC1=NC(=CC(=C1)C[C@@H]1[C@H](N(C1=O)C(=O)N[C@H](CC)C1=CC(=C(C=C1)C)C)C(=O)N(C)C1=CC=NN1C)C